(S)-2-(((S)-3-(5-(difluoromethyl)-2-fluorophenyl)-5-(piperidin-1-yl)pentyl)(methyl)amino)-2-(3-methyl-2-((1r,4S)-4-(trifluoromethoxy)cyclohexyl)-phenyl)acetic acid FC(C=1C=CC(=C(C1)[C@H](CCN([C@H](C(=O)O)C1=C(C(=CC=C1)C)C1CCC(CC1)OC(F)(F)F)C)CCN1CCCCC1)F)F